C(=O)(OC(C)(C)C)N1C[C@H](CCC1)O (S)-N-Boc-3-hydroxy-piperidine